2,3-diethyl-9,10-bis(isopentyloxycarbonyloxy)anthracene C(C)C1=CC2=C(C3=CC=CC=C3C(=C2C=C1CC)OC(=O)OCCC(C)C)OC(=O)OCCC(C)C